(S)-N-(3,5-difluoro-4-{[6-((1-hydroxypropan-2-yl)oxy)-7-methoxyquinolin-4-yl]oxy}phenyl)-4-methoxypyridine-3-carboxamide FC=1C=C(C=C(C1OC1=CC=NC2=CC(=C(C=C12)O[C@H](CO)C)OC)F)NC(=O)C=1C=NC=CC1OC